(S)-tert-butyl 2-((S)-6-bromoisochroman-1-yl)pyrrolidine-1-carboxylate BrC=1C=C2CCO[C@@H](C2=CC1)[C@H]1N(CCC1)C(=O)OC(C)(C)C